3-(propoxycarbonyl)-adamantane-1-carboxylic acid C(CC)OC(=O)C12CC3(CC(CC(C1)C3)C2)C(=O)O